1H,2H,3H-pyrrolo[2,3-c]pyridin N1CCC=2C1=CN=CC2